(3S)-N-(4-oxazolo[5,4-b]pyridin-2-ylphenyl)-1,1-dioxo-thiolane-3-carboxamide N1=C(OC2=NC=CC=C21)C2=CC=C(C=C2)NC(=O)[C@H]2CS(CC2)(=O)=O